CC1(N(CCC1)CCNC(=O)C=1C=C(C(=NC1)C)NC(=O)C=1C=NN2C1SC(=C2)C2=NNC(C=C2)=O)C N-(5-((2-(2,2-dimethylpyrrolidin-1-yl)ethyl)carbamoyl)-2-methylpyridin-3-yl)-2-(6-oxo-1,6-dihydropyridazin-3-yl)pyrazolo[5,1-b]thiazole-7-carboxamide